6-chloro-2-fluoro-N-[(1S)-2-(6-fluoro-2,3-dimethylphenyl)-1-(5-oxo-4H-1,3,4-oxadiazol-2-yl)propyl]pyridine-3-sulfonamide ClC1=CC=C(C(=N1)F)S(=O)(=O)N[C@@H](C(C)C1=C(C(=CC=C1F)C)C)C=1OC(NN1)=O